N-(5-(4-(2-propenoyl-2,6-diazaspiro[3.4]octan-6-yl)quinazolin-6-yl)-2-methoxypyridin-3-yl)-2,4-difluorobenzenesulfonamide C(C=C)(=O)N1CC2(C1)CN(CC2)C2=NC=NC1=CC=C(C=C21)C=2C=C(C(=NC2)OC)NS(=O)(=O)C2=C(C=C(C=C2)F)F